(1S,3R)-3-(benzylamino)-4-(((S)-tert-butylsulfinyl)imino)-N,N-dimethylcyclohexane-1-carboxamide C(C1=CC=CC=C1)N[C@@H]1C[C@H](CCC1=N[S@@](=O)C(C)(C)C)C(=O)N(C)C